N1CC(CCCC1)NCC1(CN(C1)C(=O)C1=C(C(=C(C=C1)F)F)NC1=C(C=C(C=C1)I)F)O 3-[(azepan-3-ylamino)methyl]-1-({3,4-difluoro-2-[(2-fluoro-4-iodophenyl)amino]Phenyl}carbonyl)azetidin-3-ol